tert-Butyl 4-(4-amino-3-fluorophenyl)-3-oxopiperazine-1-carboxylate NC1=C(C=C(C=C1)N1C(CN(CC1)C(=O)OC(C)(C)C)=O)F